COC(C1=NC=CC=C1O[C@@H]1C[C@@H](N(CC1)C(=O)OC(C)(C)C)C)=O (((2S,4S)-1-(tert-Butoxycarbonyl)-2-methylpiperidin-4-yl)oxy)picolinic acid methyl ester